4-(4,4-difluorocyclohexylidene)-2-(1-methyl-1H-pyrazol-5-yl)oxazol-5(4H)-one FC1(CCC(CC1)=C1N=C(OC1=O)C1=CC=NN1C)F